C(C)(=O)C1=C(NC2=C(C=CC(=C2C1=O)Cl)Br)S(=O)CC1=CC=C(C#N)C=C1 4-(((3-acetyl-8-bromo-5-chloro-4-oxo-1,4-dihydroquinolin-2-yl)sulfinyl)methyl)benzonitrile